cis-chloramine NCl